7-hexyl-isoindoline C(CCCCC)C=1C=CC=C2CNCC12